2-((2-Chloropyrimidin-5-yl)oxy)-1-morpholinoethan-1-one ClC1=NC=C(C=N1)OCC(=O)N1CCOCC1